(2s,4s)-4-hydroxypiperidine-1,2-dicarboxylic acid O1-tert-butyl ester O2-[8-(1-octylnonyloxy)-8-oxo-octyl] ester C(CCCCCCC)C(CCCCCCCC)OC(CCCCCCCOC(=O)[C@H]1N(CC[C@@H](C1)O)C(=O)OC(C)(C)C)=O